N-(6-chloro-2-propyl-1,2,3,4-tetrahydronaphthalen-1-yl)-2-oxo-6-(trifluoromethyl)-1,2-dihydropyridine-3-carboxamide ClC=1C=C2CCC(C(C2=CC1)NC(=O)C=1C(NC(=CC1)C(F)(F)F)=O)CCC